7-chloro-3-(4-(2,4-difluorophenoxy)piperidin-1-yl)-2-((4-methoxybenzyl)oxy)pyrido[3,4-b]pyrazine ClC1=CC=2C(=NC(=C(N2)OCC2=CC=C(C=C2)OC)N2CCC(CC2)OC2=C(C=C(C=C2)F)F)C=N1